N1(CCCC1)C1CCC2=C(CC1)C=C(C=C2)C=2C=C1C(=NC2)NN=C1C1=CC=C(C(=O)N)C=C1 4-(5-(7-(Pyrrolidin-1-yl)-6,7,8,9-tetrahydro-5H-benzo[7]annulen-2-yl)-1H-pyrazolo[3,4-b]pyridin-3-yl)benzamide